NC=1C=NC=C(C1N1C[C@H](C[C@H](C1)C)NC(OC(C)(C)C)=O)C tert-Butyl ((3S,5R)-1-(3-amino-5-methylpyridin-4-yl)-5-methylpiperidin-3-yl)carbamate